C(C1=CC=CC=C1)OC=1C=C(C=CC1OC(F)F)C=1OC=C(N1)CN1C(C2=CC=CC=C2C1=O)=O 2-((2-(3-(benzyloxy)-4-(difluoromethoxy)phenyl)oxazol-4-yl)methyl)isoindoline-1,3-dione